2-(difluoromethoxy)-5-fluoro-N-(3-fluorobenzyl)-N-methylpyridine-3-sulfonamide FC(OC1=NC=C(C=C1S(=O)(=O)N(C)CC1=CC(=CC=C1)F)F)F